ClC=1C(=NC(=NC1)N[C@@H]1C[C@H]2CO[C@@H]([C@H]1O)O2)C=2C=C(C1=C(N(C(=N1)[C@@H](C)O)C(C)C)C2)F (1S,3R,4S,5R)-3-((5-chloro-4-(4-fluoro-2-((R)-1-hydroxyethyl)-1-isopropyl-1H-benzo[d]imidazol-6-yl)pyrimidin-2-yl)amino)-6,8-dioxabicyclo[3.2.1]octan-4-ol